Isopropyl 4-(bicyclo[1.1.1]pentan-1-ylamino)-2-((4-((2-(dimethylamino)ethyl)(methyl)-amino)-2-methoxy-5-nitrophenyl)amino)pyrimidine-5-carboxylate C12(CC(C1)C2)NC2=NC(=NC=C2C(=O)OC(C)C)NC2=C(C=C(C(=C2)[N+](=O)[O-])N(C)CCN(C)C)OC